N[C@@H](CO)CC |r| racemic-2-amino-1-butanol